(E)-N-methyl-2-(phenyl-(pyridine-2-yl)methylene)hydrazine CN/N=C(/C1=NC=CC=C1)\C1=CC=CC=C1